N-(3-{4-[5-(3,3-dimethyl-1-butynyl)pyrazin-2-yl]-6-oxo-1,6-dihydropyrimidin-2-yl}-4-(trifluoromethyl)benzyl)isobutyramide lead-Zinc Sulfur [S].[Zn].[Pb].CC(C#CC=1N=CC(=NC1)C=1N=C(NC(C1)=O)C=1C=C(CNC(C(C)C)=O)C=CC1C(F)(F)F)(C)C